Cl.FC1CNCCC1COCC#C 3-fluoro-4-((prop-2-yn-1-yloxy)methyl)piperidine hydrochloride